(2-pyridylmethyl)-amin N1=C(C=CC=C1)CN